5-oxa-2-azaspiro[3.4]octan-8-amine C1NCC12OCCC2N